(S)-2-amino-4-((1-hydroxypentan-2-yl)amino)-6-(2-methoxy-4-((4-methylpiperazin-1-yl)methyl)benzyl)pyrido[4,3-d]pyrimidin-5(6H)-one NC=1N=C(C2=C(N1)C=CN(C2=O)CC2=C(C=C(C=C2)CN2CCN(CC2)C)OC)N[C@H](CO)CCC